1-[3-(dimethylmethoxysilyl)phenyl]-1-phenylethylene C[Si](C=1C=C(C=CC1)C(=C)C1=CC=CC=C1)(OC)C